BrC1=C(C(=CC=C1F)F)C(C)O 1-(2-Bromo-3,6-difluorophenyl)ethanol